(S)-1-(5-fluoro-6-(trifluoromethyl)pyridin-3-yl)-3-(isoquinolin-4-yl)-2-oxoimidazolidine-4-carbonitrile FC=1C=C(C=NC1C(F)(F)F)N1C(N([C@@H](C1)C#N)C1=CN=CC2=CC=CC=C12)=O